benzyl (S,E)-(7-(dimethylamino)-1-((1-((7-isobutoxy-1-methyl-1H-benzo[d]imidazol-2-yl)methyl)-2-oxo-1,2-dihydropyridin-3-yl)amino)-1,7-dioxohept-5-en-2-yl)carbamate CN(C(/C=C/CC[C@@H](C(=O)NC=1C(N(C=CC1)CC1=NC2=C(N1C)C(=CC=C2)OCC(C)C)=O)NC(OCC2=CC=CC=C2)=O)=O)C